[5-(difluoromethyl)-1,3,4-oxadiazol-2-yl]-3-ethyl-5-fluoro-benzimidazol-2-one FC(C1=NN=C(O1)C1=C(C=CC=2NC(N(C21)CC)=O)F)F